2-(4-((2-(5-chloro-1H-benzo[d]imidazol-2-yl)ethyl)carbamoyl)phenyl)-1H-benzo[d]imidazole-4-carboxamide ClC1=CC2=C(NC(=N2)CCNC(=O)C2=CC=C(C=C2)C2=NC3=C(N2)C=CC=C3C(=O)N)C=C1